CS(=O)(=O)C1=C(C(=O)C=2C=NNC2C2=C(C(=NN2C)C)C(=O)[O-])C=CC(=C1)C(F)(F)F 4-[2-(methylsulfonyl)-4-(trifluoromethyl)benzoyl]-1H-pyrazol-5-yl-1,3-dimethyl-1H-pyrazol-4-carboxylat